2H-pyrazolo[3,4-b]Pyridine-5-carboxylic acid methyl ester COC(=O)C1=CC=2C(N=C1)=NNC2